BrC1=NC(=CC(=C1)C)C 2-bromo-4,6-lutidine